N-(8-(4,4-difluoropiperidin-1-yl)-[1,2,4]triazolo[1,5-a]pyrazin-6-yl)-4-((2-hydroxyethyl)sulphonamido)-2-(6-azaspiro[2.5]oct-6-yl)benzamide FC1(CCN(CC1)C=1C=2N(C=C(N1)NC(C1=C(C=C(C=C1)NS(=O)(=O)CCO)N1CCC3(CC3)CC1)=O)N=CN2)F